C(\C=C\C1=CC=C(C=C1)O)(=O)NC(NCCCCN)=N N-(p-Coumaroyl)-agmatine